3,3-dimethylcyclohexyl ((((2R,3S,4R,5S)-5-(4-aminopyrrolo[2,1-f][1,2,4]triazin-7-yl)-2-cyano-3,4-dihydroxytetrahydrofuran-2-yl)methoxy)(phenoxy)phosphoryl)-L-alaninate NC1=NC=NN2C1=CC=C2[C@H]2[C@@H]([C@@H]([C@@](O2)(C#N)COP(=O)(OC2=CC=CC=C2)N[C@@H](C)C(=O)OC2CC(CCC2)(C)C)O)O